2-(4-(1-methyl-7-(1-methyl-1H-pyrazol-4-yl)-2,3-dioxo-2,3-dihydropyrido[2,3-b]pyrazin-4(1H)-yl)piperidin-1-yl)pyrimidine-5-carbonitrile CN1C2=C(N(C(C1=O)=O)C1CCN(CC1)C1=NC=C(C=N1)C#N)N=CC(=C2)C=2C=NN(C2)C